CC1(CCC=2C1=NC(=CC2CN2C[C@H](CCC2)C)C(=O)OC)C methyl (S)-7,7-dimethyl-4-((3-methylpiperidin-1-yl)methyl)-6,7-dihydro-5H-cyclopenta[b]pyridine-2-carboxylate